Cl.O1C(COCC1)COC1=CC(=C(C(=N1)C#CC1=CC=C(OCCN)C=C1)C)OCC1=CC=CC=C1 2-(4-((6-((1,4-dioxan-2-yl)methoxy)-4-(benzyloxy)-3-methylpyridin-2-yl)ethynyl)phenoxy)ethan-1-amine hydrochloride